(3S)-3-(5-Fluoro-3-pyridyl)isoxazolidine HCl salt HCl Cl.Cl.FC=1C=C(C=NC1)[C@H]1NOCC1